4,4,6-trimethyl-1,3,2-dioxaborinane CC1(OBOC(C1)C)C